BrC1=C(C=CC(=C1)Cl)[C@H](C(F)(F)F)O (R)-1-(2-bromo-4-chlorophenyl)-2,2,2-trifluoroethanol